[N+](=O)([O-])CO Nitromethanol